C(C)(=O)ON=C(C)C=1C=CC=2N(C3=CC=C(C=C3C2C1)C(C1=C(C=CC=C1)C)=O)CC 1-[9-ethyl-6-(2-methylbenzoyl)-9H-carbazol-3-yl]ethanone 1-(O-acetyloxime)